FC1=CC2=C(NC(=N2)NC2=CC(=CC=C2)C(F)(F)F)C=C1F 5,6-difluoro-N-(3-(trifluoromethyl)phenyl)-1H-benzo[d]imidazol-2-amine